C1(=CC=CC=C1)[C@H]1N(CN([C@@H]1C1=CC=CC=C1)C1=CC=C(C(=O)O)C=C1)C1=CC=C(C(=O)O)C=C1 4,4'-((4R,5R)-4,5-diphenyl-imidazoline-1,3-diyl)dibenzoic acid